BrC1=C(C=NN1C([2H])([2H])[2H])OC[C@@H]1N(CC1)C(=O)OC(C)(C)C tert-butyl (R)-2-(((5-bromo-1-(methyl-d3)-1H-pyrazol-4-yl)oxy)methyl)azetidine-1-carboxylate